(S)-1-(3-carbamoyl-2-chloro-6-fluorobenzyl)-3,4-dimethyl-2-oxo-N-(2,4,6-trifluorobenzyl)-1,2,3,4-tetrahydroquinazoline-7-carboxamide C(N)(=O)C=1C(=C(CN2C(N([C@H](C3=CC=C(C=C23)C(=O)NCC2=C(C=C(C=C2F)F)F)C)C)=O)C(=CC1)F)Cl